5-ethoxy-4,5-dihydroisoxazole-3-carboxylic acid ethyl ester C(C)OC(=O)C1=NOC(C1)OCC